C(N)(O[C@H]1[C@H](C2=C(C=CC=C2CC1)Cl)O)=O (1S,2R)-8-chloro-1-hydroxy-1,2,3,4-tetrahydronaphthalen-2-yl carbamate